C(C)N1C(NC2=CC=CC=C2C1=NC(C1=CC=CC=C1)=O)=O N-(3-ethyl-2-oxo-1,2,3,4-tetrahydroquinazolin-4-ylidene)benzamide